OC1=C(C=C(C2=CC=CC=C12)NS(=O)(=O)C=1C=CC=C2C=CC=NC12)C(C(=O)OCC)C(C)=O ethyl 2-(1-hydroxy-4-(quinoline-8-sulfonamido) naphthalen-2-yl)-3-oxobutanoate